6-((2-(4-amino-1,2,5-oxadiazol-3-yl)-7-fluoro-benzoimidazol-1-yl)methyl)pyridazin-3-ol NC=1C(=NON1)C1=NC2=C(N1CC1=CC=C(N=N1)O)C(=CC=C2)F